OC1CN(CCC1)C(CN1CCN(C2=CC=CC=C12)C1=CC=CC=C1)=O 1-(3-hydroxypiperidin-1-yl)-2-(4-phenyl-3,4-dihydroquinoxalin-1(2H)-yl)ethan-1-one